BrC1=CC(=C(C=C1)C(C(C)(F)F)=O)NCC1=CC=C(C=C1)OC 1-(4-bromo-2-((4-methoxybenzyl)amino)phenyl)-2,2-difluoropropan-1-one